FC1=CC(=C(C=N1)N1CCC(CC1)C1=CC=2C(=NC=CN2)N(C1=O)CC1=C(C=CC=C1)C(F)(F)F)C 7-(1-(6-fluoro-4-methylpyridin-3-yl)piperidin-4-yl)-5-(2-(trifluoromethyl)benzyl)pyrido[2,3-b]pyrazin-6(5H)-one